2-(4,4-Difluoropiperidin-1-yl)-5-(1H-pyrazol-1-yl)-N-(2-sulfamoylpyridin-4-yl)nicotinamide FC1(CCN(CC1)C1=C(C(=O)NC2=CC(=NC=C2)S(N)(=O)=O)C=C(C=N1)N1N=CC=C1)F